Cl.C(C)OC[C@@H](CC)NC(=O)C1CNC1 N-[(2R)-1-ethoxybutane-2-yl]azetidine-3-carboxamide hydrochloride